1-(2,2-dibromovinyl)naphthalen-2-ol BrC(=CC1=C(C=CC2=CC=CC=C12)O)Br